C(C)N(C=1C(=C(C(=O)OC)C=C(C1)C1C(C1)CO)C)C1CCOCC1 methyl 3-(ethyl (tetrahydro-2H-pyran-4-yl) amino)-5-(2-(hydroxymethyl) cyclopropyl)-2-methylbenzoate